CCCCCCCCCCCCCCCCCCC(=O)OC[C@H](COP(=O)([O-])OCC[N+](C)(C)C)OC(=O)CC/C=C\C/C=C\C/C=C\C/C=C\C/C=C\C/C=C\CC 1-nonadecanoyl-2-(4Z,7Z,10Z,13Z,16Z,19Z-docosahexaenoyl)-glycero-3-phosphocholine